C(C)(C)(C)OC(=O)N1C(CCC2=CC(=CC=C12)OC=1C=C2C=NN(C2=CC1)C1CCOCC1)=O 2-oxo-6-((1-(tetrahydro-2H-pyran-4-yl)-1H-indazol-5-yl)oxy)-3,4-dihydroquinoline-1(2H)-carboxylic acid tert-butyl ester